(R)-7-(3-(5-(1-tosyl-1H-pyrrolo[2,3-b]pyridin-3-yl)furan-3-yl)phenyl)-6,7-dihydro-5H-pyrrolo[1,2-a]imidazol-7-ol S(=O)(=O)(C1=CC=C(C)C=C1)N1C=C(C=2C1=NC=CC2)C2=CC(=CO2)C=2C=C(C=CC2)[C@@]2(CCN1C2=NC=C1)O